FC1(OC(C(C1(F)F)(F)F)(C(F)(F)F)F)F 2,2,3,3,4,4,5-heptafluorotetrahydro-5-(trifluoromethyl)-furan